CN1C(N(C2=C1C=C(C=C2)N2CCC(CC2)CN2CCC(CC2)CC2CCNCC2)C2C(NC(CC2)=O)=O)=O 3-[3-methyl-2-oxo-5-[4-[[4-(4-piperidylmethyl)-1-piperidyl]methyl]-1-piperidyl]benzimidazol-1-yl]piperidine-2,6-dione